BrC=1C=CC=2N(C1)C(=C(N2)C=2NC1=C(C=NC(=C1)C(F)(F)F)N2)S(=O)(=O)CC 2-(6-bromo-3-ethylsulfonyl-imidazo[1,2-a]pyridin-2-yl)-6-(trifluoromethyl)imidazo[4,5-c]pyridine